CC=1OC(CN(C1)NC(C)C1=CC(=CC=C1)C(F)(F)F)C 2,6-dimethyl-4-((1-(3-(trifluoromethyl)phenyl)ethyl)amino)-6H-[1,4]oxazine